methyl-Nω'-((2,2,4,6,7-pentamethyl-2,3-dihydrobenzofuran-5-yl)sulfonyl)-D-arginine CN[C@H](CCCNC(N)=NS(=O)(=O)C=1C(=C(C2=C(CC(O2)(C)C)C1C)C)C)C(=O)O